OC(CN(CCN(CCN1CCN(CC1)CCN(CC(CCCCCCCCCC)O)CC(CCCCCCCCCC)O)CC(CCCCCCCCCC)O)CC(CCCCCCCCCC)O)CCCCCCCCCC 1,1'-[[2-[4-[2-[[2-[bis(2-hydroxydodecyl)amino]ethyl](2-hydroxydodecyl)amino]ethyl]-1-piperazinyl]ethyl]imino]bis-2-dodecanol